bis((4R,4aS,7aR,12bS)-3-(cyclopropylmethyl)-4a-hydroxy-7-oxo-2,3,4,4a,5,6,7,7a-octahydro-1H-4,12-methanobenzofuro[3,2-e]isoquinolin-9-yl) hexane-1,6-diyl bis(carbonate) C(OC1=CC=C2C3=C1O[C@@H]1[C@]34CCN([C@@H]([C@@]4(CCC1=O)O)C2)CC2CC2)(OCCCCCCOC(OC2=CC=C1C4=C2O[C@@H]2[C@]43CCN([C@@H]([C@@]3(CCC2=O)O)C1)CC1CC1)=O)=O